N1(CC=CCC1)C(=O)OC(C)(C)C tert-butyl 5,6-dihydropyridine-1-carboxylate